FC1(CCN(CCC1)C1=NC2=CC(=CC=C2C=C1C(=O)NC=1N=C(SC1)C(=O)OC)F)F methyl 4-(2-(4,4-difluoroazepan-1-yl)-7-fluoroquinoline-3-carboxamido)thiazole-2-carboxylate